C(C)(C)(C)N1CCN(CC1)C1=CC(=CC=C1)S(=O)(=O)C1=CN(C2=CC=C(C=C12)F)C(F)F tert-butyl-4-(3-((1-(difluoromethyl)-5-fluoro-1H-indol-3-yl)sulfonyl)phenyl)piperazine